BrC1=C(C=C2C(=NC(=NC2=C1F)Cl)N1C2CN(C(C1)C2)C(=O)[O-])I 5-(7-bromo-2-chloro-8-fluoro-6-iodoquinazolin-4-yl)-2,5-diazabicyclo[2.2.1]heptane-2-carboxylate